NC=1C=C(C=C(C1)C(F)(F)F)[C@@H](C)NC1=C2C(=C(N=N1)C)C=NC(=C2)C=2C=C(CCN1CCC(CC1)C1=CC=C(C=C1)C1C(NC(CC1)=O)=O)C=CC2 3-(4-(1-(3-(1-(((R)-1-(3-Amino-5-(trifluoromethyl)phenyl)ethyl)amino)-4-methyl-pyrido[3,4-d]pyridazin-7-yl)phenethyl)piperidin-4-yl)phenyl)piperidine-2,6-dione